C[Si](C)(C)C#CC1=NN(N=C1)CC1CN(CCOC1)C(=O)OC(C)(C)C tert-butyl 6-((4-((trimethylsilyl)ethynyl)-2H-1,2,3-triazol-2-yl)methyl)-1,4-oxazepane-4-carboxylate